ClC1=NN(C=C1C1=NC=CC(=N1)NC=1N=CC2=C(C=CC(=C2C1)C(C)C)N1[C@@H]([C@H](C1)CS(=O)(=O)C)C)C1CC2(COC2)C1 N-(2-(3-chloro-1-(2-oxaspiro[3.3]heptan-6-yl)-1H-pyrazol-4-yl)pyrimidin-4-yl)-5-isopropyl-8-((2R,3S)-2-methyl-3-((methanesulfonyl)methyl)azetidin-1-yl)isoquinolin-3-amine